C(C)N1C[C@@H](CCC1)N1CCC2=C1N=NC(=C2C)C2=C(C=C(C=C2)C(F)(F)F)O (R)-2-(7-(1-ethylpiperidin-3-yl)-4-methyl-6,7-dihydro-5H-pyrrolo[2,3-c]pyridazin-3-yl)-5-(trifluoromethyl)phenol